[Na+].[Na+].O[B-]1(CCC=2C=CC(=C(C2O1)C(=O)O)OC1CN(C1)C(CC=1C=NC=CC1)=O)O.O[B-]1(CCC=2C=CC(=C(C2O1)C(=O)O)OC1CN(C1)C(CC=1C=NC=CC1)=O)O 4,4-dihydroxy-8-({1-[(pyridin-3-yl)acetyl]azetidin-3-yl}oxy)-5-oxa-4-boranuidabicyclo[4.4.0]deca-1(6),7,9-triene-7-carboxylic acid disodium salt